O=C1NC(CCC1N1C(C2=CC=CC(=C2C1)C#CC12CC(C1)(C2)NC(C2=CC(=C(C=C2)[N+](=O)[O-])OC)=O)=O)=O N-(3-{2-[2-(2,6-dioxopiperidin-3-yl)-1-oxo-3H-isoindol-4-yl]ethynyl}bicyclo[1.1.1]pentan-1-yl)-3-methoxy-4-nitrobenzamide